N-(3-aminopropyl)-3-aminopropionic acid NCCCNCCC(=O)O